3-amino-N-(3,4-dichlorobenzyl)-4-(2-hydroxypropan-2-yl)benzamide NC=1C=C(C(=O)NCC2=CC(=C(C=C2)Cl)Cl)C=CC1C(C)(C)O